C(C)OC1=C(C=C2CCN([C@H](C2=C1)CCC1=CNC2=CC=C(C=C12)OC)CCS(=O)(=O)C)OC (S)-7-ethoxy-6-methoxy-1-(2-(5-methoxy-1H-indol-3-yl)ethyl)-2-(2-(methylsulfonyl)ethyl)-1,2,3,4-tetrahydroisoquinoline